CN1N=CC(=C1)S(=O)(=O)NN[C@@H]1CN(CCC1)C (1-methyl-1H-pyrazol-4-yl)-N-[(3S)-1-methylpiperidin-3-yl]amino-sulfonamide